COC(=O)C1=CC2=NC(=C(C=C2N1COCC[Si](C)(C)C)F)Cl 5-chloro-6-fluoro-1-((2-(trimethylsilyl)ethoxy)methyl)-1H-pyrrolo[3,2-b]pyridine-2-carboxylic acid methyl ester